(S)-N-(quinolin-8-yl)-1-(2,2,2-trifluoroacetyl)azetidine-2-carboxamide N1=CC=CC2=CC=CC(=C12)NC(=O)[C@H]1N(CC1)C(C(F)(F)F)=O